(R)-1-(3-cyanophenylmethyl)-4-fluoro-N-(9-methyl-8-oxo-6,7,8,9-tetrahydro-5H-pyrido[2,3-b]azepin-7-yl)-1H-pyrazole-3-carboxamide C(#N)C=1C=C(C=CC1)CN1N=C(C(=C1)F)C(=O)N[C@@H]1CCC2=C(N(C1=O)C)N=CC=C2